(2S)-benzyl 2-((((2S,4R,5R)-5-(6-amino-2-methoxy-9H-purin-9-yl)-4-hydroxytetrahydrofuran-2-yl)methoxy)(naphthalen-1-yloxy)phosphorylamino)propanoate NC1=C2N=CN(C2=NC(=N1)OC)[C@H]1[C@@H](C[C@H](O1)COC1=C(C2=CC=CC=C2C=C1)OP(=O)=N[C@H](C(=O)OCC1=CC=CC=C1)C)O